2-Oxo-4-(piperidin-3-yl)benzo[cd]indole-1(2H)-carboxylic acid tert-butyl ester C(C)(C)(C)OC(=O)N1C(C2=C3C(C=CC=C13)=CC(=C2)C2CNCCC2)=O